C(C)S(=O)(=O)C=1C(=NC(=CC1)N1N=CN=C1)N1CC=2C=C3C(=CC2C1=O)OC(O3)(F)F 6-[3-ethylsulfonyl-6-(1,2,4-triazol-1-yl)-2-pyridinyl]-2,2-difluoro-5H-[1,3]dioxolo[4,5-f]isoindol-7-one